CC=1C=C2C=CC1S2 3-methyl-1,4-phenylene sulfide